9-methyl-2-(pyrrolidin-3-yl)-6-(4-(trifluoromethoxy)phenyl)-9H-purine 2,2,2-trifluoroacetate FC(C(=O)O)(F)F.CN1C2=NC(=NC(=C2N=C1)C1=CC=C(C=C1)OC(F)(F)F)C1CNCC1